ClC1=C(C(=O)OC)C=C(C(=N1)Cl)F Methyl 2,6-dichloro-5-fluoronicotinate